ethyl 4-(benzyloxy)-2,3-dimethyl-6-(((trifluoromethyl)sulfonyl) oxy)benzoate C(C1=CC=CC=C1)OC1=C(C(=C(C(=O)OCC)C(=C1)OS(=O)(=O)C(F)(F)F)C)C